C1(CC1)C(=O)N cyclopropaneformamide